OCC1C2C3C(CC(C2CC1)C3)C(=O)OCCCC 3-hydroxymethyl-9-butoxycarbonyl-tricyclo[5.2.1.02,6]Decane